C(C)(=O)O.C(C)(=O)O.C(C)(=O)O.C(C)(=O)O.Br[C@@]1(O)[C@H](O)[C@@H](O)[C@H](O)[C@H](O1)CO bromo-α-D-glucose tetraacetate